FC=1C=C2C(=CC=NC2=CC1)C1CCC(CC1)=O 4-(6-fluoroquinolin-4-yl)cyclohexan-1-one